N-(5-(5-amino-1H-pyrazol-1-yl)-1,3,4-thiadiazol-2-yl)-3-(2-methoxyethoxy)-2-oxo-4-(phenylamino)-2H-pyran-6-carboxamide NC1=CC=NN1C1=NN=C(S1)NC(=O)C1=CC(=C(C(O1)=O)OCCOC)NC1=CC=CC=C1